NC=1C2=C(N=CN1)N(C=C2C#CC=2C=CC1=C(N=C(S1)C(F)F)C2)[C@@H]2CN(CC2)C(C=C)=O (S)-1-(3-(4-amino-5-((2-(difluoromethyl)benzo[d]thiazol-5-yl)ethynyl)-7H-pyrrolo[2,3-d]pyrimidin-7-yl)pyrrolidin-1-yl)prop-2-en-1-one